tert-butyl (2R,3S,4S)-4-[(tert-butoxycarbonyl)oxy]-3-[({[(2R)-1-(tert-butoxycarbonyl)pyrrolidin-2-yl]methyl}carbamoyl)oxy]-2-[(4-methoxyphenyl)methyl]pyrrolidine-1-carboxylate C(C)(C)(C)OC(=O)O[C@@H]1[C@H]([C@H](N(C1)C(=O)OC(C)(C)C)CC1=CC=C(C=C1)OC)OC(NC[C@@H]1N(CCC1)C(=O)OC(C)(C)C)=O